C(C)(=O)O[C@H]1[C@H](OCCO)OC[C@H]([C@@H]1OC(C)=O)OC(C)=O 2-Hydroxyethyl 2,3,4-tri-O-acetyl-β-D-xylopyranoside